CN1C=C(C=2C(N(C=C(C21)C)C)=O)C(=O)N2CCC(CC2)OC2CCN(CC2)C(=O)OC(C)(C)C tert-butyl 4-((1-((1,5,7-trimethyl-4-oxo-4,5-dihydro-1H-pyrrolo[3,2-c]pyridin-3-yl)carbonyl)piperidin-4-yl)oxy)piperidine-1-carboxylate